bicyclo[1.1.1]pentane-3-carboxylic acid methyl ester COC(=O)C12CC(C1)C2